OC(CNC(OC(C)(C)C)=O)C(C)(C)C tert-butyl (2-hydroxy-3,3-dimethylbutyl)carbamate